C(C)N(CCOC=1C=C2C(C3=C(C4=C(O3)C=C(C=C4)OCC)C(C2=CC1)=O)(C)C)CC 8-(2-Diethylamino-ethoxy)-3-ethoxy-6,6-dimethyl-6H-benzo[b]naphtho[2,3-d]furan-11-one